2-phenyl-1H-imidazole-4,5-dimethanol C1(=CC=CC=C1)C=1NC(=C(N1)CO)CO